ClC1=NC(=CC(=C1C#N)C(F)(F)F)N(C)CC 2-chloro-6-[ethyl(methyl)-amino]-4-(trifluoromethyl)pyridine-3-carbonitrile